C(C)(C)(C)OC(NS(NCC(C)(C)C1CCN(CC1)C1=CC=NC2=CC(=C(C=C12)OC)OC)(=O)=O)=O.C(#N)CCOCCCOCCC#N 1,3-di(2-cyanoethoxy)propane tert-butyl-N-(2-(1-(6,7-dimethoxyquinolin-4-yl)piperidin-4-yl)-2-methylpropyl)sulfamoylcarbamate